tert-butyl 2-[methoxy(methyl)carbamoyl]-3-methyl-4H,6H,7H,8H-pyrazolo[1,5-a][1,4]diazepine-5-carboxylate CON(C(=O)C1=NN2C(CN(CCC2)C(=O)OC(C)(C)C)=C1C)C